ClC=1C=CC(=C(C#N)C1)S(=O)(=O)N1C[C@]([C@H](C1)OC1=CC(=C(C=C1)F)F)(CO)O 5-chloro-2-(((3r,4s)-4-(3,4-difluorophenoxy)-3-hydroxy-3-(hydroxymethyl)pyrrolidin-1-yl)sulfonyl)benzonitrile